C(C)N(CCNC(=O)C=1C2=C(NC1C)\C(\CC2)=C\2/C(NC1=CC(=CC=C21)F)=O)CC (Z)-N-(2-(diethylamino)ethyl)-6-(6-fluoro-2-oxoindolin-3-ylidene)-2-methyl-1,4,5,6-tetrahydrocyclopenta[b]pyrrole-3-carboxamide